NC1=NC=2C=CC(=CC2C2=C1C=NN2C)C(=O)N([C@@H]2CCOCC1=NC(=CC=C12)C(F)(F)F)C 4-amino-N,1-dimethyl-N-((5R)-2-(trifluoromethyl)-5,6,7,9-tetrahydrooxepino[3,4-b]pyridin-5-yl)-1H-pyrazolo[4,3-c]quinoline-8-carboxamide